CN1N=CC(=C1)C=1C=C(C=C(C1)C=1C=NN(C1)C)[C@@H](C)NC(C1=C(C=CC(=C1)OCCN1CCCC1)C)=O (R)-N-(1-(3,5-bis(1-methyl-1H-pyrazol-4-yl)phenyl)ethyl)-2-methyl-5-(2-(pyrrolidin-1-yl)ethoxy)benzamide